(6S)-N-(cyano(isoquinolin-4-yl)methyl)-5-((S)-2-(2-(3,4-dichlorophenyl)acetamido)-3,3-dimethylbutyryl)-5-azaspiro[2.4]heptane-6-carboxamide C(#N)C(NC(=O)[C@H]1N(CC2(CC2)C1)C([C@H](C(C)(C)C)NC(CC1=CC(=C(C=C1)Cl)Cl)=O)=O)C1=CN=CC2=CC=CC=C12